(1s,4s)-4-((2-chloro-5-((1-(tetrahydro-2H-pyran-4-yl)-1H-pyrazol-4-yl)ethynyl)pyridin-4-yl)amino)cyclohexan-1-ol ClC1=NC=C(C(=C1)NC1CCC(CC1)O)C#CC=1C=NN(C1)C1CCOCC1